(3R,4R)-N-[7-(1-ethylcyclobutyl)-5-methylimidazo[4,3-f][1,2,4]triazin-2-yl]-3-fluoro-1-methanesulfonylpiperidin-4-amine C(C)C1(CCC1)C1=NC(=C2C=NC(=NN21)N[C@H]2[C@@H](CN(CC2)S(=O)(=O)C)F)C